ClC1=C(C=CC2=C1C(=N[C@H](C=1N2C(=CN1)C)C)C1=C(C=CC(=N1)O)F)C(F)(F)F 6-[(4S)-7-chloro-1,4-dimethyl-8-(trifluoromethyl)-4H-imidazo[1,2-a][1,4]benzodiazepin-6-yl]-5-fluoro-pyridin-2-ol